C12=CC(=C(N1)C=C1CCC(=N1)C=C1C=CC(N1)=CC=1C=CC(N1)=C2)C(=O)O 7H,8H-porphyrin-3-carboxylic acid